(S)-3-(benzyloxy)-2-hydroxypropionic acid C(C1=CC=CC=C1)OC[C@@H](C(=O)O)O